di(tert-butyl-peroxy)trimethylcyclohexane C(C)(C)(C)OOC1C(C(CCC1)(C)C)(C)OOC(C)(C)C